(octyl)ammonium zinc [Zn+2].C(CCCCCCC)[NH3+]